ClC1=CC=C(C=C1)C=1CC2(CCC2)CCC1CN1CCN(CC1)CCNC1=C2C(N(C(=NC2=CC=C1)C)C1C(NC(CC1)=O)=O)=O 3-(5-((2-(4-((6-(4-chlorophenyl)spiro[3.5]non-6-en-7-yl)methyl)piperazin-1-yl)ethyl)amino)-2-methyl-4-oxoquinazolin-3(4H)-yl)piperidine-2,6-dione